tert-butyl 3-((2-((S)-((tert-butoxycarbonyl)amino)(4,4-difluorocyclohexyl)methyl)imidazo[1,2-b]pyridazin-7-yl)methyl)-2-oxopyrrolidine-1-carboxylate C(C)(C)(C)OC(=O)N[C@H](C=1N=C2N(N=CC(=C2)CC2C(N(CC2)C(=O)OC(C)(C)C)=O)C1)C1CCC(CC1)(F)F